BrC=1C=C2C=3C(C(N(C3C1)C1C(NC(CC1)=O)=O)=O)=CN2C 3-(6-bromo-4-methyl-2-oxo-2,4-dihydro-1H-pyrrolo[4,3,2-cd]indol-1-yl)piperidine-2,6-dione